ethyl 5-bromo-2-oxo-1,2-dihydropyridine-3-carboxylate BrC=1C=C(C(NC1)=O)C(=O)OCC